[Na].N1=CC=CC2=CC=C3C=CC=NC3=C12 phenanthroline sodium salt